5-methyl-2-oxopiperidin CC1CCC(NC1)=O